C(C)(CC)C1=CC=C(C=C1)C1CO1 p-sec-butylphenyl ethylene oxide